(2S,5S)-N-(6-bromopyridin-2-yl)-5-methylpyrrolidine-2-carboxamide hydrochloride Cl.BrC1=CC=CC(=N1)NC(=O)[C@H]1N[C@H](CC1)C